C(#N)C=1C=C(C=CC1)C(C(=O)N[C@H](C=1OC2=C(N1)C=C(C=C2)[C@@H](COC)N2C(N[C@@H](C2)C(F)(F)F)=O)C2CCC(CC2)(F)F)(F)F 2-(3-cyanophenyl)-N-((S)-(4,4-difluorocyclohexyl)(5-((S)-2-methoxy-1-((S)-2-oxo-4-(trifluoromethyl)imidazolidin-1-yl)ethyl)benzo[d]oxazol-2-yl)methyl)-2,2-difluoroacetamide